P(=O)(O)(O)O.C1(=CC=CC=C1)O.C1(=CC=CC=C1)O bisphenol phosphate